C(C)N(CCO)C1=CC(=C(C=C1)N=NC=1SC(=CN1)[N+](=O)[O-])C 2-[ethyl[3-methyl-4-[(5-nitrothiazol-2-yl)azo]phenyl]amino]ethanol